N-((5-fluoro-6-(isoxazol-3-ylmethoxy)-1H-indol-2-yl)methyl)-1-methylcyclopropane-1-carboxamide FC=1C=C2C=C(NC2=CC1OCC1=NOC=C1)CNC(=O)C1(CC1)C